BrC1=NC=C(C(=C1)CN)Br (2,5-dibromopyridin-4-yl)methylamine